ClC=1C=CC=C2C(C=C(OC12)C1=C(C=C2C(C(NC2=C1)=O)(C)C)OCCOC1CC(C1)C(=O)O)=O 3-[2-[6-(8-chloro-4-oxo-chromen-2-yl)-3,3-dimethyl-2-oxo-indolin-5-yl]oxyethoxy]cyclobutanecarboxylic acid